tosyl-aziridine S(=O)(=O)(C1=CC=C(C)C=C1)N1CC1